rac-tert-butyl (4-(dimethylamino)-2-((1S*,2S*)-2-(4-methylpyrimidin-2-yl)cyclopropyl)quinolin-7-yl)carbamate CN(C1=CC(=NC2=CC(=CC=C12)NC(OC(C)(C)C)=O)[C@@H]1[C@H](C1)C1=NC=CC(=N1)C)C |r|